C[P+](CCCCCC)(C)C trimethyl(hexyl)-phosphonium